4-amino-2-(tert-butyl)phenol NC1=CC(=C(C=C1)O)C(C)(C)C